ONC(\C=C\C1=C(C=CC=C1)N1CCC(CC1)NCC1=CC=C(C=C1)C(C)C)=O (E)-N-hydroxy-3-(2-(4-((4-isopropyl-benzyl)amino)piperidin-1-yl)phenyl)acrylamide